tert-butyl 4-[4-(2,6-dioxo-3-piperidyl)phenyl]-3,3-difluoro-piperidine-1-carboxylate O=C1NC(CCC1C1=CC=C(C=C1)C1C(CN(CC1)C(=O)OC(C)(C)C)(F)F)=O